(E)-2-chloro-2-(1,3-dithian-2-yl)phenyl 3-(2-chloro-pyridin-4-yl)acrylate ClC1=NC=CC(=C1)/C=C/C(=O)OC1C(C=CC=C1)(C1SCCCS1)Cl